(Z)-2-decenol C(\C=C/CCCCCCC)O